8-((2S,5R)-2,5-dimethyl-4-(2,2,2-trifluoro-1-(2-fluoro-4-hydroxyphenyl)ethyl)piperazin-1-yl)-5-methyl-6-oxo-5,6-dihydro-1,5-naphthyridine-2-carbonitrile C[C@@H]1N(C[C@H](N(C1)C(C(F)(F)F)C1=C(C=C(C=C1)O)F)C)C1=CC(N(C=2C=CC(=NC12)C#N)C)=O